FC1=C(C(=C(C=C1OC)OC)F)N1CC2=CN=C(C=C2C2(C1=O)CC2)CNC(C=C)=O N-((2'-(2,6-difluoro-3,5-dimethoxyphenyl)-3'-oxo-2',3'-dihydro-1'H-spiro[cyclopropane-1,4'-[2,7]naphthyridine]-6'-yl)methyl)acrylamide